C(CCCCCCC)[Si](OC)(OC)OC n-octyltrimethoxylsilane